(1R,2R,3aS,10aR)-2-hydroxy-1-{(1E,3ξ)-3-hydroxy-3-[1-(3-thienyl)cyclobutyl]-1-propen-1-yl}-2,3,3a,9,10,10a-hexahydro-1H-benzo[b]cyclopenta[f]oxepin-6-carboxylic acid O[C@@H]1C[C@H]2[C@H](CCC3=C(O2)C=C(C=C3)C(=O)O)[C@H]1\C=C\C(C1(CCC1)C1=CSC=C1)O